4-oxopyrido[1,2-a]pyrimidine-2-carbonitrile O=C1C=C(N=C2N1C=CC=C2)C#N